N1(C=NC2=C1C=CC=C2)[C@@H](C(=O)N2[C@@H](C[C@H](C2)F)C(=O)N[C@@H](C2=CC=CC=C2)C2=NC(=C(C=C2)C2(CC2)C)F)C |o1:9| (2S,4R)-1-((R) or (S)-2-(1H-benzo[d]imidazol-1-yl)propanoyl)-4-fluoro-N-((S)-(6-fluoro-5-(1-methylcyclopropyl)pyridin-2-yl)(phenyl)methyl)pyrrolidine-2-carboxamide